ClC=1C=C2C(=NC(N3C2=C(C1C1=C(C=C(C(=C1)Cl)F)F)OC[C@H](C3)N3CCOCC3)=O)N3[C@H](CN[C@@H](C3)C)C (3S)-10-chloro-11-(5-chloro-2,4-difluorophenyl)-8-((2S,5R)-2,5-dimethylpiperazin-1-yl)-3-morpholino-3,4-dihydro-[1,4]oxazepino[2,3,4-ij]quinazolin-6(2H)-one